FC=1N=CN(C1C(=O)OCC)C(C)C1=C(C(=C(C(=C1[2H])[2H])[2H])[2H])[2H] ethyl 4-fluoro-1-[1-(phenyl-d5) ethyl]-1H-imidazole-5-carboxylate